tert-butyl 4-((6-bromo-1-methyl-1H-benzo[d]imidazol-2-yl)methyl)piperazine-1-carboxylate BrC=1C=CC2=C(N(C(=N2)CN2CCN(CC2)C(=O)OC(C)(C)C)C)C1